COC(=O)C1CCN(CC1)C1=NC=C(C(=N1)C(N)=O)C.OC(=O)C(F)(F)F.C(N)(=O)C1=NC(=NC=C1C)N1CCC(CC1)C(=O)O 1-(4-Carbamoyl-5-methyl-pyrimidin-2-yl)piperidine-4-carboxylic acid TFA salt Methyl-1-(4-carbamoyl-5-methyl-pyrimidin-2-yl)piperidine-4-carboxylate